(R)-1-(5-chloro-6-(4-fluorophenyl)pyridin-2-yl)-N-((1R,2R)-1-(8-fluoro-2,3-dihydrobenzo[b][1,4]dioxin-6-yl)-1-hydroxy-3-(pyrrolidin-1-yl)propan-2-yl)pyrrolidine-3-carboxamide ClC=1C=CC(=NC1C1=CC=C(C=C1)F)N1C[C@@H](CC1)C(=O)N[C@@H]([C@H](O)C1=CC2=C(OCCO2)C(=C1)F)CN1CCCC1